N-vinylbiguanid C(=C)NC(=N)NC(=N)N